1-amino-acetone hydrochloride Cl.NCC(=O)C